7-(2-methoxy-4,6-dimethyl-phenyl)-1,8-naphthyridin COC1=C(C(=CC(=C1)C)C)C1=CC=C2C=CC=NC2=N1